CC1=C(C(=CC=C1)C)C=1C=C(C=NC1)[C@H](CC(=O)O)NC(C(CC(C)C)N1C(CCC2=CC=CC=C12)=O)=O (3S)-3-(5-(2,6-dimethylphenyl)pyridin-3-yl)-3-(4-methyl-2-(2-oxo-3,4-dihydroquinolin-1(2H)-yl)pentanamido)propanoic acid